C1(CCCCCO1)=S thio-caprolactone